2-methyl-5-((tetrahydro-1H-pyrrolizin-7a(5H)-yl)methoxy)benzoic acid CC1=C(C(=O)O)C=C(C=C1)OCC12CCCN2CCC1